tert-butyl (3S,4R)-4-(5-(2-bromoacetyl)thiophen-2-yl)-3-hydroxypiperidine-1-carboxylate BrCC(=O)C1=CC=C(S1)[C@H]1[C@@H](CN(CC1)C(=O)OC(C)(C)C)O